tris(bis(trimethylsilyl)amino)lanthanum C[Si](C)(C)N([Si](C)(C)C)[La](N([Si](C)(C)C)[Si](C)(C)C)N([Si](C)(C)C)[Si](C)(C)C